C(C)(C)=C1C(C(C1)COCC1=CC=CC=C1)(C)C (3-isopropylidene-2,2-dimethyl-cyclobutyl)methoxymethyl-benzene